FC(C1=CN=C(C=N1)N)(F)F 6-(Trifluoromethyl)pyrazin-3-amine